tert-butyl (5R,8S)-2-methyl-3-(3,4,5-trifluorophenyl)-2,4,5,6,7,8-hexahydro-5,8-epiminocyclohepta[c]pyrazole-9-carboxylate CN1N=C2C(=C1C1=CC(=C(C(=C1)F)F)F)C[C@H]1CC[C@@H]2N1C(=O)OC(C)(C)C